trans-coumaroyl-spermidine C(\C=C\C1=CC=C(C=C1)O)(=O)NCCCCNCCCN